ClC=1C=CC=2C(=C3N(C2C1C=1C(=NN(C1C)COCC[Si](C)(C)C)C)[C@@H](CNC3=O)C)CCCOC3=CC(=C(C(=C3)C)Cl)C (R)-7-chloro-10-(3-(4-chloro-3,5-dimethylphenoxy)propyl)-6-(3,5-dimethyl-1-((2-(trimethylsilyl)ethoxy)methyl)-1H-pyrazol-4-yl)-4-methyl-3,4-dihydropyrazino[1,2-a]indol-1(2H)-one